(2R)-2-Amino-N-[6-[2-(difluoromethyl)-1H-pyrrolo[2,3-b]pyridin-4-yl]-3-pyridyl]-4,4-dimethyl-pentanamide N[C@@H](C(=O)NC=1C=NC(=CC1)C1=C2C(=NC=C1)NC(=C2)C(F)F)CC(C)(C)C